CC=1N=NC(=C(N1)N[C@H]1CN(CC1)C)[C@@H](C)C1=CC=CC=C1 3-methyl-N-((R)-1-methylpyrrolidin-3-yl)-6-((S)-1-phenylethyl)-1,2,4-triazin-5-amine